FC=1C=C(C=C2C(=CNC12)CCN(C(C)C)C)OC N-(2-(7-fluoro-5-methoxy-1H-indol-3-yl)ethyl)-N-methylpropan-2-amine